4-[5-(trifluoromethyl)thiophen-3-yl]benzaldehyde FC(C1=CC(=CS1)C1=CC=C(C=O)C=C1)(F)F